difluoroacetic acid fluorine [F].FC(C(=O)O)F